(cyclopropylmethyl)-N-(2-ethyl-5-{[(2S)-1-hydroxy-4-(trifluoromethoxy)butan-2-yl]carbamoyl}phenyl)-1,3-thiazole-5-carboxamide C1(CC1)CC=1SC(=CN1)C(=O)NC1=C(C=CC(=C1)C(N[C@H](CO)CCOC(F)(F)F)=O)CC